FC1=C(C=C(C(=C1O)O)OC)C1=NC2=C(N1C1(COC1)C)C=CC(=C2)NC(=O)C=2C=NOC2 N-(2-(2-fluoro-3,4-dihydroxy-5-methoxyphenyl)-1-(3-methyloxetan-3-yl)-1H-benzo[d]imidazol-5-yl)isoxazole-4-carboxamide